N1N=CC2=CC=C(C=C12)[C@@H]1C[C@@]12C(NC1=CC=C(C=C21)OC)=O (1r,2s)-2-(1H-indazol-6-yl)-5'-methoxyspiro[cyclopropan-1,3'-indolin]-2'-one